acetamidobenzenesulfonic acid C(C)(=O)NC1=C(C=CC=C1)S(=O)(=O)O